ClC=1C(=NC(=NC1)N1CCNCC1)N1CC(C1)C(=O)NC(C)C1=CN=C2N1C=CC=C2 1-[5-chloro-2-(piperazin-1-yl)pyrimidin-4-yl]-N-(1-{imidazo[1,2-a]pyridin-3-yl}ethyl)azetidine-3-carboxamide